OCCC(C)(C)NC1=NC(=NC=C1C(=O)N)NC1CCC(CC1)OC 4-(4-hydroxy-2-methylbutan-2-ylamino)-2-((1r,4r)-4-methoxycyclohexylamino)pyrimidine-5-carboxamide